C1(=CC=CC=C1)[Cs] phenyl-cesium